2-(4-(4-(aminomethyl)-1-oxo-1,2-dihydrophthalazin-6-yl)-1-(2-hydroxyethyl)-1H-pyrazol-5-yl)benzonitrile NCC1=NNC(C2=CC=C(C=C12)C=1C=NN(C1C1=C(C#N)C=CC=C1)CCO)=O